N-Dodecyl-1,3-Propylendiamin C(CCCCCCCCCCC)NCCCN